decahydro-1,4:5,8-dimethanonaphthalene-2,6-diyl bis(2-methylacrylate) CC(C(=O)OC1C2C3C4CC(C(C3C(C1)C2)C4)OC(C(=C)C)=O)=C